N-[3-(3-aminopropanoylamino)propyl]-2-chloro-4-[[3-[3-(trifluoromethyl)-1H-pyrazol-4-yl]imidazo[1,2-a]pyrazin-8-yl]amino]benzamide NCCC(=O)NCCCNC(C1=C(C=C(C=C1)NC=1C=2N(C=CN1)C(=CN2)C=2C(=NNC2)C(F)(F)F)Cl)=O